C(C)OP(OCC)(=O)C(F)(F)F diethyl(trifluoromethyl)phosphonate